tert-butyl-2-chloro-4-[[4-[1-methyl-4-(trifluoromethyl)imidazol-2-yl]phenyl]methoxy]-5,7-dihydropyrrolo[3,4-d]pyrimidine-6-carboxylate C(C)(C)(C)OC(=O)N1CC=2N=C(N=C(C2C1)OCC1=CC=C(C=C1)C=1N(C=C(N1)C(F)(F)F)C)Cl